(5,6-dichloro-2-methoxypyridin-3-yl)methanol ClC=1C=C(C(=NC1Cl)OC)CO